1-[(6-chloro-3-pyridinyl)methyl]-N-nitroimidazolin-2-ylideneamine ClC1=CC=C(C=N1)CN1C(NCC1)=N[N+](=O)[O-]